CC1=C(C=C(C(=C1)C1=C(C=CC2=CC=CC=C12)N)C)C1=CC=CC=C1 (2,5-dimethyl-[1,1'-biphenyl]-4-yl)naphthalene-2-amine